O=C1C2=CC=C(C=C2C(C=2C=CC(=CC12)C1=C(C(=O)[O-])C=CC(=C1)C=C)=O)C1=C(C(=O)[O-])C=CC(=C1)C=C 9,10-dioxo-9,10-dihydro-anthracene-2,6-diylbis(4-vinyl benzoate)